4-(4-(2-fluoro-4-(4,4,5,5-tetramethyl-1,3,2-dioxaborolan-2-yl)phenyl)piperazin-1-yl)benzonitrile FC1=C(C=CC(=C1)B1OC(C(O1)(C)C)(C)C)N1CCN(CC1)C1=CC=C(C#N)C=C1